C(OCCCCCCCCCCCCCCC1=CC=C2C3=C1O[C@@H]1[C@]34CCN(C([C@@]4(CCC1=C)O)C2)CC2CC2)([O-])=O (4aS,7aS,12bS)-3-(cyclopropylmethyl)-4a-hydroxy-7-methylene-2,3,4,4a,5,6,7,7a-octahydro-1H-4,12-methanobenzofuro[3,2-e]isoquinolin-9-yltetradecyl carbonate